2,3-dinitrochlorobenzene C1=CC(=C(C(=C1)Cl)[N+](=O)[O-])[N+](=O)[O-]